5-chloro-3-((((((R)-pentan-2-yl)oxy)carbonyl)amino)methyl)thiophene ClC1=CC(=CS1)CNC(=O)O[C@H](C)CCC